C(C)N1C(C2=NC(=CC=C2C1)N(C(C#CC)=O)C1=C(C=C(C(=C1)C)I)[C@H]1OCCC1)=O N-{6-ethyl-7-oxo-5H-pyrrolo[3,4-b]pyridin-2-yl}-N-{4-iodo-5-methyl-2-[(2S)-oxolan-2-yl]phenyl}but-2-ynamide